di-magnesium malate C(C(O)CC(=O)[O-])(=O)[O-].[Mg+2].[Mg+2].C(C(O)CC(=O)[O-])(=O)[O-]